2-{3-[(3S)-3-(tert-butylamino)pyrrolidin-1-yl]-1,2,4-triazin-6-yl}-5-(3-fluoro-1H-pyrazol-4-yl)pyridin-3-ol hydrochloride Cl.C(C)(C)(C)N[C@@H]1CN(CC1)C=1N=NC(=CN1)C1=NC=C(C=C1O)C=1C(=NNC1)F